OC1=C(C=CC(=C1)C(F)(F)F)C1=C(N=C(N=N1)N1CC[C@@H]2CCC[C@H]([C@H]12)O)C (3aS,7R,7aR)-1-(6-(2-hydroxy-4-(trifluoromethyl)phenyl)-5-methyl-1,2,4-triazin-3-yl)octahydro-1H-indol-7-ol